3-hydroxy-4-(4-hydroxypiperidin-1-yl)-3-methyl-4-oxobutyl-3,5,6-trimethylcyclohexa-2,5-diene-1,4-dione OC(CCC=1C(C(=C(C(C1C)=O)C)C)=O)(C(=O)N1CCC(CC1)O)C